C(C)(=O)C1=CC=C(C=C1)NC(=O)C=1OC(=CC1)C1=C(N=CN1C1CCCCC1)C1=CC=C(C=C1)F N-(4-acetylphenyl)-5-(1-cyclohexyl-4-(4-fluorophenyl)-1H-imidazol-5-yl)furan-2-carboxamide